tert-butyl (S)-(2-chloro-6,7-dihydro-5H-cyclopenta[b]pyridin-7-yl)(methyl)carbamate ClC1=CC=C2C(=N1)[C@H](CC2)N(C(OC(C)(C)C)=O)C